2-ethyl-5,8-difluoro-3-((6-methyl-5-(trifluoromethyl)pyridin-2-yl)methyl)naphthalene-1,4-dione C(C)C=1C(C2=C(C=CC(=C2C(C1CC1=NC(=C(C=C1)C(F)(F)F)C)=O)F)F)=O